ClC1=C(C(=O)OCC)C=C(C=C1O)Cl ethyl 2,5-dichloro-3-hydroxy-benzoate